2,6-dibromo-3,5-difluoro-4-methoxymethylbenzyl (1R)-trans-3-(2-cyano-1-propenyl)-2,2-dimethylcyclopropanecarboxylate C(#N)C(=C[C@H]1C([C@@H]1C(=O)OCC1=C(C(=C(C(=C1Br)F)COC)F)Br)(C)C)C